C(C=C)(=O)N1C[C@](CC1)(C1=C(C(=CC=C1F)Cl)Cl)NC=1C=C2C(N(C=NC2=C(C1F)F)C)=O 6-[(S)-1-acryloyl-3-(2,3-dichloro-6-fluorophenyl)-3-pyrrolidinylamino]-7,8-difluoro-3-methyl-3,4-dihydro-4-quinazolinone